(1R,4R)-methyl 4-(6-vinyl-2H-indazol-2-yl)cyclohexanecarboxylate C(=C)C=1C=CC2=CN(N=C2C1)C1CCC(CC1)C(=O)OC